C(=C)C1=C(C=CC=C1)CCC1=C(C=CC=C1)C=C 1,2-bis(2-vinylphenyl)ethane